FC1=CC2=C(N(C3=C(NC2=O)C=CC=C3)CC3OC3)C=C1 2-fluoro-5-[(oxiran-2-yl)methyl]-5,10-dihydro-11H-dibenzo[b,e][1,4]diazepin-11-one